C(C)(=O)C1=CN(C2=CC=C(C=C12)C=1C=NC(=NC1)OC)CC(=O)N1[C@@H](C[C@H](C1)F)C(=O)NCC1=C(C(=CC=C1)Cl)F (2S,4R)-1-(2-(3-acetyl-5-(2-methoxypyrimidin-5-yl)-1H-indol-1-yl)acetyl)-N-(3-chloro-2-fluorobenzyl)-4-fluoropyrrolidine-2-carboxamide